4-(Cyclohexylamino)-N-methyl-3-(pyridin-3-yl)benzenesulfonamide C1(CCCCC1)NC1=C(C=C(C=C1)S(=O)(=O)NC)C=1C=NC=CC1